N-[8-{(5-chloropyridin-2-yl)oxy}chroman-3-yl]acrylamide ClC=1C=CC(=NC1)OC=1C=CC=C2CC(COC12)NC(C=C)=O